N-(4-((2-methoxy-3-(1-methyl-1H-1,2,4-triazol-3-yl)phenyl)amino)-3-(methylamino)-1H-pyrazolo[3,4-b]pyridin-6-yl)cyclopropanecarboxamide COC1=C(C=CC=C1C1=NN(C=N1)C)NC1=C2C(=NC(=C1)NC(=O)C1CC1)NN=C2NC